FC1(CN(CCC1)C=1C(N(N=C(C1)C1=NN(C2=CC=C(C=C12)OC1(CC1)C)C1OCCCC1)C)=O)F (3,3-difluoropiperidin-1-yl)-2-methyl-6-(5-(1-methylcyclopropoxy)-1-(tetrahydro-2H-pyran-2-yl)-1H-indazol-3-yl)pyridazin-3(2H)-one